NC=1C2=C(N=CN1)N(C(=C2C2=CC=C(C=C2)OC2=NC=CC(=N2)C)C2=CC=C(C=C2)N2C(C(C[C@@H]2C)=C)=O)C (S)-1-(4-(4-amino-7-methyl-5-(4-((4-methylpyrimidin-2-yl)oxy)phenyl)-7H-pyrrolo[2,3-d]pyrimidin-6-yl)phenyl)-5-methyl-3-methylenepyrrolidin-2-one